ethyl 2-(2-methoxy-3-(trifluoromethyl)phenyl)acetate COC1=C(C=CC=C1C(F)(F)F)CC(=O)OCC